CC=1C=CC=C(C1)C=1N=NNC1 5-methyl-phenyl-triazole